N-((S)-2-cyano-1-(4-(ethylsulfonyl)phenyl)ethyl)-4-((2S,4S)-2-((difluoromethoxy)methyl)-4-((1,1,1,3,3,3-hexafluoro-2-(4-hydroxyphenyl)propan-2-yl)oxy)pyrrolidin-1-yl)benzamide C(#N)C[C@@H](C1=CC=C(C=C1)S(=O)(=O)CC)NC(C1=CC=C(C=C1)N1[C@@H](C[C@@H](C1)OC(C(F)(F)F)(C(F)(F)F)C1=CC=C(C=C1)O)COC(F)F)=O